2-(Trifluoromethyl)-3,4-dihydro-2H-pyrido[4,3-b][1,4]oxazine-8-carbonitrile FC(C1CNC2=C(O1)C(=CN=C2)C#N)(F)F